NC1=NC(=C(C(=N1)Cl)C(\C=C\CCCN1CCCC1)=O)Cl (E)-1-(2-amino-4,6-dichloropyrimidin-5-yl)-6-(pyrrolidin-1-yl)-2-hexen-1-one